FC1=C(CNC(C2=C(N=C(C(=C2[2H])[2H])[2H])OC)=O)C=C(C=C1)OC(F)(F)F N-(2-fluoro-5-(trifluoromethoxy)benzyl)-2-methoxynicotinamide-d3